(S)-3-(2-(4-(4-ethoxy-6-((4-methoxybenzyl)oxy)pyridin-3-yl)-2-fluorophenyl)acetamido)-N-(2-(3-methylpyrrolidin-1-yl)ethyl)-5-(trifluoromethyl)benzamide C(C)OC1=C(C=NC(=C1)OCC1=CC=C(C=C1)OC)C1=CC(=C(C=C1)CC(=O)NC=1C=C(C(=O)NCCN2C[C@H](CC2)C)C=C(C1)C(F)(F)F)F